1-(2-(6-oxa-3-azabicyclo[3.1.1]heptan-3-yl)ethyl)-N-(bicyclo[1.1.1]pentan-1-yl)-6-(4-fluorophenyl)-4-hydroxy-2-oxo-1,2-dihydro-1,8-naphthyridine-3-carboxamide C12CN(CC(O1)C2)CCN2C(C(=C(C1=CC(=CN=C21)C2=CC=C(C=C2)F)O)C(=O)NC21CC(C2)C1)=O